1,1'-(butane-1,4-diyl)bis(3,4-dimethylpyridin-1-ium) dihydroxide [OH-].[OH-].C(CCC[N+]1=CC(=C(C=C1)C)C)[N+]1=CC(=C(C=C1)C)C